racemic-3-(isoquinolin-4-yl)-2-oxo-1-(6-oxo-1,6-dihydropyridin-3-yl)imidazolidine-4-carbonitrile C1=NC=C(C2=CC=CC=C12)N1C(N(C[C@@H]1C#N)C1=CNC(C=C1)=O)=O |r|